ethyl 1-(4-iodobenzyl)-1H-pyrazole-4-carboxylate IC1=CC=C(CN2N=CC(=C2)C(=O)OCC)C=C1